OC1=CC=NC2=CC(=C(C=C12)OC)OC 4-Hydroxy-6,7-dimethoxyquinoline